(tert-butyl)-N-(4-(6-methylbenzo[d]thiazol-2-yl)phenyl)benzenesulfonamide C(C)(C)(C)C1=C(C=CC=C1)S(=O)(=O)NC1=CC=C(C=C1)C=1SC2=C(N1)C=CC(=C2)C